(S)-2-((4-(cyclopropylethynyl)-6-fluoro-2-oxo-4-(trifluoromethyl)-1,2,3,4-tetrahydroquinazolin-7-yl)methyl)-5-(hydroxymethyl)pyridin-1-ium 2,2,2-trifluoroacetate FC(C(=O)[O-])(F)F.C1(CC1)C#C[C@@]1(NC(NC2=CC(=C(C=C12)F)CC1=[NH+]C=C(C=C1)CO)=O)C(F)(F)F